methyl 4-((3-(3-(((2-chloro-[1,1'-biphenyl]-4-yl)methyl)amino)propanamido)propyl)amino)-1H-indazole-6-carboxylate ClC1=C(C=CC(=C1)CNCCC(=O)NCCCNC1=C2C=NNC2=CC(=C1)C(=O)OC)C1=CC=CC=C1